C(C=C)(=O)NCCC[N+](CCCS(=O)(=O)[O-])(C)C 3-((3-acrylamidopropyl) dimethyl ammonio)propane-1-sulfonate